N1=CC(=C2N1C=CC=N2)B2OC(C)(C)C(C)(C)O2 pyrazolo[1,5-a]pyrimidine-3-boronic acid pinacol ester